trans-1,1'-(1,4-cyclohexanediyl)bis(1-ethylpiperidinium) [C@H]1(CC[C@H](CC1)[N+]1(CCCCC1)CC)[N+]1(CCCCC1)CC